C(C)C=1C(=CC=C2C=C(C=C(C12)C1=C(C=C2C(=NC(=NC2=C1F)OCC1(CC1)C=O)N1C[C@](CCC1)(C)O)F)OCOC)F 1-((((S)-7-(8-ethyl-7-fluoro-3-(methoxymethoxy)naphthalen-1-yl)-6,8-difluoro-4-((R)-3-hydroxy-3-methylpiperidin-1-yl)quinazolin-2-yl)oxy)methyl)cyclopropane-1-carbaldehyde